COC1=C(CN(S(=O)(=O)C2=C(C=C(C=C2)N2C[C@@](CCC2)(CCC2=CC(=CC=C2)C(F)(F)F)N(C2CN(C2)C)C)F)C2=NC=NC=C2)C=CC(=C1)OC (S)-N-(2,4-dimethoxybenzyl)-2-fluoro-4-(3-(methyl(1-methylazetidin-3-yl)amino)-3-(3-(trifluoromethyl)phenethyl)piperidin-1-yl)-N-(pyrimidin-4-yl)benzenesulfonamide